NC1C(N(CC1)CC1=CC=C(C=C1)F)=O 3-amino-1-[(4-fluorophenyl)methyl]pyrrolidin-2-one